C(C)(=O)N1[C@H]([C@@H]([C@H](C2=CC(=CC=C12)C(=O)NCC)NC1=NC(=CC=C1)C)C)C |r| rac-(2S,3R,4R)-1-acetyl-N-ethyl-2,3-dimethyl-4-((6-methylpyridin-2-yl)amino)-1,2,3,4-tetrahydroquinoline-6-carboxamide